FC1=C(C=C(C(=C1)N1CCNCC1)F)C1=CC2=C(C(=N1)C)C=C(N2C)C2=CC=C(C=C2)S(=O)(=O)C 6-(2,5-Difluoro-4-(piperazin-1-yl)phenyl)-1,4-dimethyl-2-(4-(methyl-sulfonyl)phenyl)-1H-pyrrolo[3,2-c]pyridine